1-(2-methylquinazolin-4-yl)-1H-1,2,4-triazole-3,5-diamine CC1=NC2=CC=CC=C2C(=N1)N1N=C(N=C1N)N